ClC=1C(=C2C=C(NC2=C(C1F)F)C(=O)OCC)F ethyl 5-chloro-4,6,7-trifluoro-1H-indole-2-carboxylate